C(C1=CC=CC=C1)ON=CC=1NC2=CC=CC=C2C1 1H-indole-2-carbaldehyde O-benzyl oxime